COC(\C=C\C1=NC=C(C=N1)N=C(C1=CC=CC=C1)C1=CC=CC=C1)=O (E)-3-(5-((diphenylmethylene)amino)pyrimidin-2-yl)acrylic acid methyl ester